[N+](=O)([O-])CC1CC(C=2SC=CC21)=O 4,5-dihydro-4-(nitromethyl)cyclopenta[b]thiophen-6-one